C1(CCCCC1)CN1CC(CC2=CC=CC=C12)NC(C=C)=O N-(1-(cyclohexylmethyl)-1,2,3,4-tetrahydroquinolin-3-yl)acrylamide